C=C1NC2=CC=CC=C2C1 2-methylenindoline